(1-methyl-1h-1,2,4-triazole-3-yl)chloromethane hydrochloride Cl.CN1N=C(N=C1)CCl